(5'S,7a'R)-5'-(3,5-difluorophenyl)-1-(pyrazolo[1,5-a]pyridine-7-carbonyl)tetrahydro-3'H-spiro[piperidine-4,2'-pyrrolo[2,1-b][1,3]oxazol]-3'-one FC=1C=C(C=C(C1)F)[C@@H]1CC[C@H]2OC3(C(N21)=O)CCN(CC3)C(=O)C3=CC=CC=2N3N=CC2